1-(5-azido-4-((1-cyanocyclopropyl)amino)pyridin-2-yl)-1H-pyrazolo[3,4-b]pyridine-5-carbonitrile N(=[N+]=[N-])C=1C(=CC(=NC1)N1N=CC=2C1=NC=C(C2)C#N)NC2(CC2)C#N